4-((3-fluoropyridin-2-yl)methyl)-N-((1-methylpiperidin-4-yl)methyl)-3,4-dihydroquinoxaline-1(2H)-carboxamide FC=1C(=NC=CC1)CN1CCN(C2=CC=CC=C12)C(=O)NCC1CCN(CC1)C